methyl 2-((2-methyl-4-(trifluorometh-oxy)phenyl)-amino)-5-(tri-fluoromethyl)-nicotinate CC1=C(C=CC(=C1)OC(F)(F)F)NC1=C(C(=O)OC)C=C(C=N1)C(F)(F)F